C(C)(C)N1N=CC2=CC(=CC=C12)C1=C(NC2=C1C=1N(C(N=C(C1C=N2)OC)=O)[C@H]2C[C@@H](CC2)NC(OC)=O)C=2C=NN(C2)C Methyl ((1R,3R)-3-(9-(1-isopropyl-1H-indazol-5-yl)-4-methoxy-8-(1-methyl-1H-pyrazol-4-yl)-2-oxo-2,7-dihydro-1H-pyrrolo[3',2':5,6]pyrido[4,3-d]pyrimidin-1-yl)cyclopentyl)carbamate